(3S,4R)-4-((5-chloro-4-((S)-8-fluoro-2,3-dimethyl-3,4-dihydro-5-oxa-1,2a-diazaacenaphthylen-6-yl)pyrimidin-2-yl)amino)tetrahydro-2H-pyran-3-ol ClC=1C(=NC(=NC1)N[C@H]1[C@@H](COCC1)O)C1=C2OC[C@@H](N3C(=NC(C(=C1)F)=C32)C)C